C(C)(C)(C)N(C(O)=O)CCOC1CCN(CC1)C1=NC=CC(=N1)N.ClC1=C(C(=C(C=N1)C(C)=O)C)F 1-(6-chloro-5-fluoro-4-methylpyridin-3-yl)ethanone tert-butyl-2-(1-(4-aminopyrimidin-2-yl)piperidin-4-yloxy)ethylcarbamate